ethyl-(S)-4-(7-(4-chlorophenyl)-5-cyclopropyl-7H-pyrrolo[2,3-d]pyrimidin-4-yl)-3-methylpiperazine C(C)N1C[C@@H](N(CC1)C=1C2=C(N=CN1)N(C=C2C2CC2)C2=CC=C(C=C2)Cl)C